S1C(=NC2=C1C=CC=C2)NC(=O)C=2C=CC=C1CCN(CC21)C2=CC=C(C(=N2)C(=O)OC(C)(C)C)C2=C(C(=CC=C2)OC2=CC=C(C=C2)C[C@@H](CC(=O)OCC)C(F)(F)F)C tert-butyl 6-[8-(1,3-benzothiazol-2-ylcarbamoyl)-3,4-dihydro-1H-isoquinolin-2-yl]-3-[3-[4-[(2S)-4-ethoxy-4-oxo-2-(trifluoromethyl)butyl]phenoxy]-2-methyl-phenyl]pyridine-2-carboxylate